(2-Ethylphenyl)(4-fluorophenyl)methanol C(C)C1=C(C=CC=C1)C(O)C1=CC=C(C=C1)F